ClC1=CC=C(C=C1)C[NH3+] 4-chlorophenylmethylammonium